ClC1=CC(N(C=C1)C1=CC=C(S1)N1N=C(C(=C1)C(=O)OCC)C(F)(F)F)=O Ethyl 1-(5-(4-chloro-2-oxopyridin-1(2H)-yl)thiophen-2-yl)-3-(trifluoromethyl)-1H-pyrazole-4-carboxylate